cis-4-[(2,8-dimethyl-[1,2,4]triazolo[1,5-a]pyridin-6-yl)methyl]-4-methyl-cyclohexanecarboxylic acid CC1=NN2C(C(=CC(=C2)CC2(CCC(CC2)C(=O)O)C)C)=N1